NC1=CC(=C(C(=O)OC)C=C1Br)C1CC1.[N+](=O)([O-])C1=CC=C(C=C1)C1=CC=C(C=C1)C=C (4'-nitro-[1,1'-biphenyl]-4-yl) ethylene methyl 4-amino-5-bromo-2-cyclopropylbenzoate